para-morpholinyl-aniline N1(CCOCC1)C1=CC=C(N)C=C1